[Fe].[Ti].[Mg].[Ca] calcium-magnesium-titanium-iron